S1C=NC2=C1C=CC(=C2)CNC(C)C2=NC=CC=C2F N-(benzo[d]thiazol-5-ylmethyl)-1-(3-fluoropyridin-2-yl)ethan-1-amine